C(#N)C1CC2(C1)C[C@H](N(CC2)CC2=C1C=CNC1=C(C=C2C2CC2)C)C2=CC=C(C(=O)NCC(=O)O)C=C2 (4-((2S,4r,6S)-2-cyano-7-((5-cyclopropyl-7-methyl-1H-indol-4-yl)methyl)-7-azaspiro[3.5]nonan-6-yl)benzoyl)glycine